(1R,2R)-2-ethoxycyclopropanecarbohydrazide C(C)O[C@H]1[C@@H](C1)C(=O)NN